(S)-3-(3-cyano-4-fluorophenyl)-1-(8-fluoro-6-oxo-1,4,5,6-tetrahydro-2H-pyrano[3,4-c]isoquinolin-1-yl)-1-isobutylurea C(#N)C=1C=C(C=CC1F)NC(N(CC(C)C)[C@@H]1COCC=2NC(C=3C=C(C=CC3C21)F)=O)=O